benzyl (E)-2-(2-methylpropylidene)hydrazine-1-carboxylate CC(\C=N\NC(=O)OCC1=CC=CC=C1)C